1-(6-chloro-1-(4-(1,1-difluoroethyl)pyrimidin-2-yl)-1H-pyrazolo[4,3-c]pyridin-3-yl)-3-fluoroazetidine-3-carbonitrile ClC1=CC2=C(C=N1)C(=NN2C2=NC=CC(=N2)C(C)(F)F)N2CC(C2)(C#N)F